Phosphorus Potassium Sulfur Iron [Fe].[S].[K].[P]